C(C)OC(=O)C1=NN(C=C1)C1=C(C=CC=C1)C#N 1-(2-Cyanophenyl)-1H-pyrazole-3-carboxylic acid ethyl ester